C(C)C1(CC1)COC(=O)NCC1=C(N=NN1C)C1=CC=C(C(=N1)C)O[C@@H]1C[C@H](CCC1)C(=O)O (1S,3S)-3-((6-(5-(((((1-ethylcyclopropyl)methoxy)carbonyl)amino)methyl)-1-methyl-1H-1,2,3-triazol-4-yl)-2-methylpyridin-3-yl)oxy)cyclohexane-1-carboxylic acid